C1=CC=C(C=C1)COC2=CC=[N+](C=C2)[O-] 4-(benzyloxy)pyridine N-oxide